BrC1=CC=C(C=C1)N(C1=CC=C(C=C1)C1=CC2=CC3=CC=CC=C3C=C2C=C1)C1=CC=C(C=C1)Br 2-(4-(bis(4-bromophenyl)amino)phenyl)anthracene